(S)-4-(4-methylphenylsulfonamido)-5-(4-morpholinophenylamino)-5-oxopentanoic acid methyl ester COC(CC[C@@H](C(=O)NC1=CC=C(C=C1)N1CCOCC1)NS(=O)(=O)C1=CC=C(C=C1)C)=O